tert-butyl (2-bromo-5-fluorobenzyl)carbamate BrC1=C(CNC(OC(C)(C)C)=O)C=C(C=C1)F